C(C1=CC=CC=C1)OC1=C(N(C=C(C1=O)C(NCC1=C(C=C(C=C1F)F)F)=O)NC1(CCC1)C=C)C(=O)OC Methyl 3-(benzyloxy)-4-oxo-5-((2,4,6-trifluorobenzyl) carbamoyl)-1-((1-vinylcyclobutyl) amino)-1,4-dihydropyridine-2-carboxylate